(±)-Ethyl 2-[4-(3-aminooxetan-3-yl)phenyl]propanoate NC1(COC1)C1=CC=C(C=C1)[C@H](C(=O)OCC)C |r|